4-(4,5-difluoro-2-(1-methyl-1H-pyrazol-4-yl)phenyl)-4-hydroxy-2-methylenebutanoic acid FC1=CC(=C(C=C1F)C(CC(C(=O)O)=C)O)C=1C=NN(C1)C